3-butyl-5-(2,6-dimethylphenyl)benzaldehyde C(CCC)C=1C=C(C=O)C=C(C1)C1=C(C=CC=C1C)C